homoalaninol N[C@@H](CC)CO